CC1=C(NC=2N=NC(=CC21)C2=C(C=CC=C2)O)C2CCNCC2 2-[5-methyl-6-(piperidin-4-yl)-7H-pyrrolo[2,3-c]Pyridazin-3-yl]Phenol